iodoaniline C1=CC=C(C=C1)NI